N1N=CC(=C1)CN1C(=NC2=C1C(=CC(=C2)C(=O)OC)OC)C=2N(C1=CC=CC=C1C2)CCCOC2=C(C=CC=C2)Br Methyl 1-((1H-pyrazol-4-yl)methyl)-2-(1-(3-(2-bromophenoxy)propyl)-1H-indol-2-yl)-7-methoxy-1H-benzo[d]imidazole-5-carboxylate